C(#N)C1=CC=C(C(=O)NC(C)C=2N=C3CCCN(C3=CC2)C(=O)OC2CC2)C=C1 cyclopropyl 6-(1-(4-cyanobenzamido)ethyl)-3,4-dihydro-1,5-naphthyridine-1(2H)-carboxylate